NC1=C(C=C(C=C1)C1=NN(C(=C1)NC(=O)C1CCC(CC1)(F)F)C)F N-(3-(4-amino-3-fluorophenyl)-1-methyl-1H-pyrazol-5-yl)-4,4-difluorocyclohexane-1-carboxamide